6-({2-[(tert-butoxycarbonyl)amino]Ethyl}amino)pyridine-3-carboxylic acid C(C)(C)(C)OC(=O)NCCNC1=CC=C(C=N1)C(=O)O